N-[(2S,3R,4S)-2-[(2,2'-difluoro-3'-methyl-[1,1'-biphenyl]-3-yl)methyl]-4-fluoro-1-(oxetane-2-carbonyl)pyrrolidin-3-yl]-ethanesulfonamide FC1=C(C=CC=C1C[C@@H]1N(C[C@@H]([C@@H]1NS(=O)(=O)CC)F)C(=O)C1OCC1)C1=C(C(=CC=C1)C)F